benzotriazol-1-oxytris(dimethylamino)phosphonium hexafluorophosphate F[P-](F)(F)(F)(F)F.N1(N=NC2=C1C=CC=C2)O[P+](N(C)C)(N(C)C)N(C)C